N1[C@H](CC1)CNS(=O)(=O)C N-[[(2R)-azetidin-2-yl]methyl]methanesulfonamide